3-(1-oxo-5-((4-(6-phenylthieno[2,3-d]pyrimidin-4-yl)-3,6-dihydropyridin-1(2H)-yl)methyl)isoindolin-2-yl)piperidine-2,6-dione O=C1N(CC2=CC(=CC=C12)CN1CCC(=CC1)C=1C2=C(N=CN1)SC(=C2)C2=CC=CC=C2)C2C(NC(CC2)=O)=O